6-sulfo-1H-benzimidazole-4-sulfonate S(=O)(=O)(O)C=1C=C(C2=C(NC=N2)C1)S(=O)(=O)[O-]